6-(2-(1-(azetidin-3-yl)-1H-pyrazol-4-yl)morpholino)-8-(4-chloro-2-fluorophenyl)-2,3-dimethylpyrimidino[5,4-d]pyrimidin-4(3H)-one N1CC(C1)N1N=CC(=C1)C1OCCN(C1)C=1N=C(C=2N=C(N(C(C2N1)=O)C)C)C1=C(C=C(C=C1)Cl)F